C(C1=CC=CC=C1)C=1C(=NN(C1)C1=C(C=CC(=C1)F)F)[C@@H](C(C)(C)C)NCC[C@@H](C(=O)OC(C)(C)C)NC(=O)OC(C)(C)C tert-butyl (2S)-4-({(1R)-1-[4-benzyl-1-(2,5-difluorophenyl)-1H-pyrazol-3-yl]-2,2-dimethylpropyl}amino)-2-[(tert-butoxycarbonyl)amino]butanoate